(16e)-3-hydroxy-16-(phenylmethylene)estra-1,3,5(10)-trien-17-one OC1=CC=2CC[C@H]3[C@@H]4C\C(\C([C@@]4(C)CC[C@@H]3C2C=C1)=O)=C/C1=CC=CC=C1